1-(5-{Methyl[(3R)-piperidin-3-yl]amino}[1,3]thiazolo[5,4-d][1,3]thiazol-2-yl)-4-(1H-pyrazol-4-yl)pyridin-2(1H)-on Hydrochlorid Cl.CN(C=1SC2=C(N1)SC(=N2)N2C(C=C(C=C2)C=2C=NNC2)=O)[C@H]2CNCCC2